2-[2-(2,6-dioxo-3-piperidyl)-1,3-dioxo-isoindolin-4-yl]oxyacetic acid O=C1NC(CCC1N1C(C2=CC=CC(=C2C1=O)OCC(=O)O)=O)=O